1,1,2,2-Tetrafluoro-3-iodopropane FC(C(CI)(F)F)F